NCCNCCNC N1-(2-aminoethyl)-N2-methylethane-1,2-diamine